[K].OO hydrogen peroxide-potassium salt